F[P-](F)(F)(F)(F)F.CN1C=[N+](C=C1)CCCCC 1-Methyl-3-pentylimidazolium hexafluorophosphat